(8-(trifluoromethyl)quinolin-6-yl)acetonitrile FC(C=1C=C(C=C2C=CC=NC12)CC#N)(F)F